NC=1N=C(C=C2C=C(N=CC12)NC(=O)C1C2CCC(C12)C#N)C=1C=NC=CC1C (exo)-N-(8-amino-6-(4-methylpyridin-3-yl)-2,7-naphthyridin-3-yl)-2-cyanoBicyclo[3.1.0]Hexane-6-carboxamide